C1(CC1)C(C)N1C(C=2C(=NC(=CC2C1)C1=C(N=C(S1)NC(C)=O)C)CN(S(=O)(=O)C)C)=O N-(5-(2-(1-cyclopropylethyl)-4-((N-methylmethylsulfonamido)methyl)-3-oxo-2,3-dihydro-1H-pyrrolo[3,4-c]pyridin-6-yl)-4-methylthiazol-2-yl)acetamide